N-{(2S,3R)-4,4-difluoro-2-[(2-fluoro[1,1'-biphenyl]-3-yl)methyl]pyrrolidin-3-yl}cyclopropanesulfonyl-amide hydrochloride Cl.FC1([C@@H]([C@@H](NC1)CC=1C(=C(C=CC1)C1=CC=CC=C1)F)[N-]S(=O)(=O)C1CC1)F